O[C@H]1CN(CC1)C1=CC=CC(=N1)CN1N=NC(=C1)C1=CC(=NC(=N1)N)C=1C(=C(C#N)C=CC1)OC {6-[1-({6-[(R)-3-hydroxy-1-pyrrolidinyl]-2-pyridinyl}methyl)-1H-1,2,3-triazol-4-yl]-2-amino-4-pyrimidinyl}-2-methoxybenzonitrile